N-[[1-[4-(pentafluoro-λ6-sulfaneyl)phenyl]indazol-3-yl]methyl]prop-2-enamide FS(C1=CC=C(C=C1)N1N=C(C2=CC=CC=C12)CNC(C=C)=O)(F)(F)(F)F